N(N)C(=O)C=1C=C(C=C(C1)C(=O)NN)P(O)(O)=O 3,5-dihydrazinocarbonyl-phenylphosphonic acid